CC1(OC2=CC(=CC=C2C=C1)N1CCN(CC1)C)C 2,2-dimethyl-7-(4-methylpiperazin-1-yl)-2H-chromene